CS(=O)(=O)C1=C(C=CC(C1)(C)C(=O)OC(C)(C)C)S(=O)(=O)C(=[N+]=[N-])C(C1=CC=CC=C1)=O methylsulfonyl-benzoyl-4-t-butoxycarbonyl-4-methylbenzenesulfonyl-diazomethane